methylglycine disodium acetate C(C)(=O)[O-].[Na+].[Na+].CNCC(=O)O.C(C)(=O)[O-]